(E)-1-(1-chloro-2-iodovinyl)-4-methoxybenzene Cl\C(=C\I)\C1=CC=C(C=C1)OC